(E)-N-(1-(2-(1H-pyrazol-1-yl)phenyl)ethyl)-2-cyano-3-(1H-pyrrolo[2,3-b]pyridin-3-yl)acrylamide N1(N=CC=C1)C1=C(C=CC=C1)C(C)NC(\C(=C\C1=CNC2=NC=CC=C21)\C#N)=O